1-methyl-1,2,3,4-tetrahydro-β-carboline CC1NCCC=2C3=CC=CC=C3NC12